BrC1=NC(=CC=C1OC(C)C=1C=C(C=C2C(N(C(=NC12)C1CCOCC1)C1CC1)=O)F)Cl 8-[1-[(2-bromo-6-chloro-3-pyridyl)oxy]ethyl]-3-cyclopropyl-6-fluoro-2-tetrahydropyran-4-yl-quinazolin-4-one